[1-11C]methionine N[C@@H](CCSC)[11C](=O)O